Tert-Butyl ((S*)-3-chloro-1-((1R,3s,5S)-6,6-difluorobicyclo[3.1.0]hexan-3-yl)-2-oxopropyl)carbamate ClCC([C@H](C1C[C@H]2C([C@H]2C1)(F)F)NC(OC(C)(C)C)=O)=O |o1:3|